BrC=1C=C(C=2N(C1)C=C(N2)C)F 6-Bromo-8-fluoro-2-methylimidazo[1,2-a]pyridine